The molecule is a polyprenyl phospho oligosaccharide that consists of a beta-D-Gal-(1->4)-alpha-D-GlcNAc moiety linked via a diphospho group to ditrans,octacis-undecaprenol. It is a conjugate acid of a beta-D-Gal-(1->4)-alpha-D-GlcNAc-diphospho-ditrans,octacis-undecaprenol(2-). CC(=CCC/C(=C/CC/C(=C/CC/C(=C\\CC/C(=C\\CC/C(=C\\CC/C(=C\\CC/C(=C\\CC/C(=C\\CC/C(=C\\CC/C(=C\\COP(=O)(O)OP(=O)(O)O[C@@H]1[C@@H]([C@H]([C@@H]([C@H](O1)CO)O[C@H]2[C@@H]([C@H]([C@H]([C@H](O2)CO)O)O)O)O)NC(=O)C)/C)/C)/C)/C)/C)/C)/C)/C)/C)/C)C